ClC1=C(C=C(C(=C1)Cl)C(=O)N1CCCC2=CC=CC=C12)S(=O)(=O)NC1=CC(=CC=C1)Cl 2,4-dichloro-N-(3-chlorophenyl)-5-(1,2,3,4-tetrahydroquinoline-1-carbonyl)benzenesulfonamide